OC1(COC1)C#CC1=CC=NC2=C1OCC(C(N2C)=O)NC(C2=NC=CC(=C2)OC2=CC=CC=C2)=O N-(9-((3-hydroxyoxetan-3-yl)ethynyl)-5-methyl-4-oxo-2,3,4,5-tetrahydropyrido[3,2-b][1,4]Oxazepin-3-yl)-4-phenoxypicolinamide